tert-butyl (R)-6-(2-oxo-1,2-dihydropyridin-4-yl)-4-azaspiro[2.4]heptane-4-carboxylate O=C1NC=CC(=C1)[C@@H]1CN(C2(CC2)C1)C(=O)OC(C)(C)C